5-(Dibromomethyl)-2-(2,6-dicarbonylpiperidin-3-yl)isoindole-1,3-dione BrC(C=1C=C2C(N(C(C2=CC1)=O)C1C(NC(CC1)=C=O)=C=O)=O)Br